5-(4-chlorothiophen-2-yl)-N-(4-cyano-2-fluorophenyl)-1H-pyrrole-3-sulfonamide ClC=1C=C(SC1)C1=CC(=CN1)S(=O)(=O)NC1=C(C=C(C=C1)C#N)F